N-tert-butyl-2-(pyridin-4-yl)-1,7-naphthyridin-4-amine C(C)(C)(C)NC1=CC(=NC2=CN=CC=C12)C1=CC=NC=C1